2-[1-(2,2-difluoroethyl)-1H-pyrazolo[3,4-b]pyrazin-6-yl]-8-[3-(trifluoromethyl)pyridin-2-yl]-2,8-diazaspiro[4.5]decan-3-one FC(CN1N=CC=2C1=NC(=CN2)N2CC1(CC2=O)CCN(CC1)C1=NC=CC=C1C(F)(F)F)F